methyl (2R)-2-[2-[2-bromo-4-fluoro-5-[3-methyl-2,6-dioxo-4-(trifluoromethyl)pyrimidin-1-yl]phenoxy]phenoxy]-2-methoxy-acetate BrC1=C(OC2=C(O[C@H](C(=O)OC)OC)C=CC=C2)C=C(C(=C1)F)N1C(N(C(=CC1=O)C(F)(F)F)C)=O